OC1(CCC(CC1)(C)C)C=CC=O 3-(1-hydroxy-4,4-dimethylcyclohexyl)acrylaldehyde